(R)-N-((S)-1'-(5-chloro-3-methylpyrazin-2-yl)-1,3-dihydrospiro[inden-2,4'-piperidin]-1-yl)-2-methylpropan-2-sulfinamide ClC=1N=C(C(=NC1)N1CCC2(CC1)[C@@H](C1=CC=CC=C1C2)N[S@](=O)C(C)(C)C)C